(2-methylcyclopentyl)methylamine CC1C(CCC1)CN